N-(1-Methyl-1H-pyrazol-3-yl)-3-((4-oxo-7-(5-(trifluoromethyl)-1H-pyrazol-4-yl)quinazolin-3(4H)-yl)methyl)benzamide CN1N=C(C=C1)NC(C1=CC(=CC=C1)CN1C=NC2=CC(=CC=C2C1=O)C=1C=NNC1C(F)(F)F)=O